2-amino-1-(2,3-dihydro-4H-benzo[b][1,4]oxazin-4-yl)ethan-1-one NCC(=O)N1C2=C(OCC1)C=CC=C2